1-pyridine-carboxylic acid N1(CC=CC=C1)C(=O)O